(2R,4R)-2,4-pentanediol oxygen [O].C[C@H](C[C@@H](C)O)O